3-(ALLYLOXY)BENZALDEHYDE C(C=C)OC=1C=C(C=O)C=CC1